FC(C1=NC=CC=C1C(=O)O)F 2-(difluoromethyl)pyridine-3-carboxylic acid